C1C(CC2=CC=CC=C12)N dihydro-1H-inden-2-amine